N1(CCC2(CC1)COC1=NC(=CC=C12)C(=O)[O-])C(=O)[O-] spiro[furo[2,3-b]pyridine-3,4'-piperidine]-1',6-dicarboxylate